FC(C1=NN=C(O1)C1=CC=C(S1)CN1N=NC(=C1)C=1C=CC2=C(C(=NS2)N)C1)F 5-[1-[[5-[5-(difluoromethyl)-1,3,4-oxadiazol-2-yl]thiophen-2-yl]methyl]triazol-4-yl]-1,2-benzothiazol-3-amine